(Z)-3-(3,7-difluoro-1H-indazol-6-yl)-2-fluoro-N-(6-(methoxy-d3)-2,4-dimethylpyridin-3-yl)acrylamide FC1=NNC2=C(C(=CC=C12)\C=C(\C(=O)NC=1C(=NC(=CC1C)OC([2H])([2H])[2H])C)/F)F